2-(3-{3-[(3-hydroxypropyl)amino]pyrrolidin-1-yl}-1,2,4-triazin-6-yl)-5-(1H-pyrazol-4-yl)phenol OCCCNC1CN(CC1)C=1N=NC(=CN1)C1=C(C=C(C=C1)C=1C=NNC1)O